2-(difluoromethyl)-6-fluorobenzenesulfonamide FC(C1=C(C(=CC=C1)F)S(=O)(=O)N)F